BrC=1C(=C2C(=NC1)NN=C2C)C2=CC=CC=C2 5-bromo-3-methyl-4-phenyl-1H-pyrazolo[3,4-b]pyridine